O[C@@H](CC)C1=CC(=C(C=N1)C=1C=2N(C3=C(C1)N=C(S3)NC(=O)C3CC3)N=CN2)C (S)-N-(5-(6-(1-hydroxypropyl)-4-methylpyridin-3-yl)thiazolo[4,5-e][1,2,4]triazolo[1,5-a]pyridin-2-yl)cyclopropanecarboxamide